(1-(2-(2-methyl-5-nitro-1H-imidazol-1-yl)ethyl)piperidin-4-yl)methylamine hydrochloride Cl.CC=1N(C(=CN1)[N+](=O)[O-])CCN1CCC(CC1)CN